N-(methyl-d3)-4-((2-methyl-5-(methyl-d3)-4,5-dihydro-2H-pyrazolo[4,3-c]quinolin-6-yl)amino)nicotinamide C(NC(C1=CN=CC=C1NC1=CC=CC=2C=3C(CN(C12)C([2H])([2H])[2H])=CN(N3)C)=O)([2H])([2H])[2H]